C(C)C(C(=O)OOC(C(CC)CC)=O)CC di(2-ethylbutanoyl) peroxide